C(C)(C)NC1=NC(=NC=C1C(=O)N)S(=O)C 4-(isopropylamino)-2-(methylsulfinyl)pyrimidine-5-carboxamide